C(CCC)NS(=O)(=O)C1=CC=CC=C1 N-butyl-benzene-sulfonamide